1,3,5-Tri[[3,5-bis(1,1-Dimethylethyl)-4-hydroxyphenyl]methyl]-1,3,5-triazine-2,4,6(1H,3H,5H)-trione CC(C)(C)C=1C=C(C=C(C1O)C(C)(C)C)CN1C(N(C(N(C1=O)CC1=CC(=C(C(=C1)C(C)(C)C)O)C(C)(C)C)=O)CC1=CC(=C(C(=C1)C(C)(C)C)O)C(C)(C)C)=O